CC(CCCC)=O Hexane-2-one